FC1=NC=CC=C1OCC1=CC(=NN1C1=CC=CC=C1)C 5-[(2-fluoro-3-pyridyl)oxymethyl]-3-methyl-1-phenyl-pyrazole